BrC=1C(=NC(=CC1)C(F)(F)F)C(C(=O)OC)C#N methyl 2-[3-bromo-6-(trifluoromethyl)-2-pyridyl]-2-cyano-acetate